BrC=1C=C(C(=C(C1)C)F)[N+](=O)[O-] 5-bromo-2-fluoro-1-methyl-3-nitrobenzene